C[C@@]12C[C@H](N([C@H]2C1)C(CNC(C1=CC=C(C=C1)OC1=CC=CC=C1)=O)=O)C(=O)NCC=1SC=C(C1)C(NS(N)(=O)=O)=N (1S,3S,5S)-5-methyl-2-((4-phenoxybenzoyl)glycyl)-N-((4-(N-sulfamoylcarbamimidoyl)thiophen-2-yl)methyl)-2-azabicyclo[3.1.0]hexane-3-carboxamide